OC(C)(C)C=1SC(=CN1)[S@](=O)(N)=NC(NC1=C2C(=NC(=C1)C1=CC=CC=C1)CCC2)=O (S)-2-(2-hydroxy-propan-2-yl)-N'-((2-phenyl-6,7-dihydro-5H-cyclopenta[b]pyridin-4-yl)carbamoyl)thiazole-5-sulfonimidamide